N-[1-(2-{6-[(3R)-3-Aminopiperidine-1-carbonyl]-4-methoxy-3-methylpyrazolo[1,5-a]pyridin-2-yl}-1-(cyclopropylmethyl)-1H-indol-6-yl)piperidin-4-yl]-N-methylmethanesulfonamide N[C@H]1CN(CCC1)C(=O)C=1C=C(C=2N(C1)N=C(C2C)C=2N(C1=CC(=CC=C1C2)N2CCC(CC2)N(S(=O)(=O)C)C)CC2CC2)OC